1-(5-(6-chloro-3-(1H-imidazol-1-yl)-5-methoxy-1-methyl-1H-pyrrolo[3,2-b]pyridin-2-yl)-4H-1,2,4-triazol-3-yl)-2,2,2-trifluoroethan-1-ol ClC=1C=C2C(=NC1OC)C(=C(N2C)C=2NC(=NN2)C(C(F)(F)F)O)N2C=NC=C2